C1(=CC=CC=C1)N(C1=CC=C(C=C1)C=1OC2=C(C1)C=CC(=C2)C(=O)NO)C2=CC=CC=C2 2-(4-(diphenylamino)phenyl)-N-hydroxybenzofuran-6-carboxamide